(trans)-methyl 2-(4-(6-(2-chloro-3,4-difluorophenyl)-2-(3,5-difluoropyridin-2-yl)-(methoxycarbonyl)-3,6-dihydropyrimidin-4-yl)cyclohexyl)oxazole-4-carboxylate ClC1=C(C=CC(=C1F)F)C1C=C(N(C(=N1)C1=NC=C(C=C1F)F)C(=O)OC)[C@@H]1CC[C@H](CC1)C=1OC=C(N1)C(=O)OC